COC=1C(=NC(=CC1)C#CCCNC1=CC=NC2=CC=CC=C12)C=NO 3-methoxy-6-(4-(quinolin-4-ylamino)but-1-yn-1-yl)pyridinealdoxime